CN1C=C(C2=CC(=CC=C12)NC1=CC=C(C=C1)N1CCC(CC1)C)C(=O)O 1-methyl-5-((4-(4-methylpiperidin-1-yl)phenyl)amino)-1H-indole-3-carboxylic acid